C(CCC)[Sn](\C=C/C(=O)O)(CCCC)CCCC (Z)-3-tributylstannylpropenoic acid